N-(3-(1H-pyrazol-1-yl)benzyl)-N-(3-methoxybenzyl)-4-((2-morpholinoethoxy)methyl)thiazol-2-amine N1(N=CC=C1)C=1C=C(CN(C=2SC=C(N2)COCCN2CCOCC2)CC2=CC(=CC=C2)OC)C=CC1